OC1=C(C(=O)C2=C(C=CC=C2)O)C=CC(C1)(OC)OC.[Na] sodium 2,2'-dihydroxy-4,4-dimethoxybenzophenone